FC1=C2C=NNC2=CC=C1\C(=C(/CC)\C1=CC=CC=C1)\C1=CC=C(C=C1)/C=C/C(=O)O (E)-3-(4-((E)-1-(4-fluoro-1H-indazol-5-yl)-2-phenylbut-1-en-1-yl)phenyl)acrylic acid